FC1=C(C=CC=C1[N+](=O)[O-])CC=1C(OC2=C(C1C)C=CC(=C2)OC2=NC=CC=N2)=O 3-[(2-fluoro-3-nitrophenyl)methyl]-4-methyl-7-pyrimidin-2-yloxybenzopyran-2-one